BrCC1=CC=C(C=C1)CBr 1,4-bis-bromomethyl-benzene